tert-butyl (4-(3,3,3-trifluoroprop-1-yn-1-yl)benzyl)carbamate FC(C#CC1=CC=C(CNC(OC(C)(C)C)=O)C=C1)(F)F